COC=1C(=CC2=CN(N=C2C1)[C@H]1[C@H](C[C@H](CC1)N(C(C)=O)C)C)C(=O)NC=1C(N(C=CC1)C)=O |r| rac-6-Methoxy-N-(1-methyl-2-oxo-1,2-dihydropyridin-3-yl)-2-((1R,2S,4S)-2-methyl-4-(N-methylacetamido)cyclohexyl)-2H-indazole-5-carboxamide